Cl.C(C)(C)(C)C1=C(C(=O)N)C=CC(=C1)OC\C(=C\F)\CNC(=N)N tert-butyl-4-[(E)-3-fluoro-2-(guanidinomethyl)allyloxy]Benzamide hydrochloride